ClC=1C=C2C(=CC1)NC(C21CCN(CC1)CCOC=1C=C2CCN(CC2=CC1)S(=O)(=O)C)=O 5-chloro-1'-{2-[(2-methanesulfonyl-1,2,3,4-tetrahydroisoquinolin-6-yl)oxy]ethyl}-1,2-dihydrospiro[indole-3,4'-piperidin]-2-one